ClC1=C(C=NC=C1)OC1=CC=C(C=C1)C1CN(C1)C(=O)N1C[C@@H]2[C@@H](OCC(N2)=O)CC1 (+)-(4aR,8aS)-6-[3-[4-[(4-chloro-3-pyridyl)oxy]phenyl]azetidine-1-carbonyl]-4,4a,5,7,8,8a-hexahydropyrido[4,3-b][1,4]oxazin-3-one